BrC=1CN(C=C(C1)Br)C 3,5-dibromo-1-methylpyridine